2,6,10,15,19-pentamethyl-eicosane 7-(4-(4-(benzo[b]thiophen-4-yl)piperazin-1-yl)butoxy)quinolin-2-yl-heptadecanoate S1C2=C(C=C1)C(=CC=C2)N2CCN(CC2)CCCCOC2=CC=C1C=CC(=NC1=C2)OC(CCCCCCCCCCCCCCCC)=O.CC(C)CCCC(CCCC(CCCCC(CCCC(C)C)C)C)C